(2-bromophenyl)(chloromethyl)sulfane BrC1=C(C=CC=C1)SCCl